CN1C2=C(N(CC1)C(=O)OC(C)(C)C)C=NC(=C2)N2CCCCC2 tert-butyl 1-methyl-7-(piperidin-1-yl)-2,3-dihydropyrido[3,4-b]pyrazine-4(1H)-carboxylate